[3-(2-fluoranylethoxy)-2-fluoro-phenyl]methanone FCCOC=1C(=C(C=CC1)C=O)F